C(C)C(CC)C1C(CN2C=CC=C12)=O 1-(1-ethylpropyl)-2-pyrrolizinone